7a-(4-bromophenyl)-6-(2-(dimethylamino)ethyl)-4-methoxy-7-phenyl-5,6,7,7a-tetrahydro-4bH-cyclopenta[4,5]furo[2,3-c]pyridine-4b,5-diol BrC1=CC=C(C=C1)C12C(C3=C(C=NC=C3OC)O1)(C(C(C2C2=CC=CC=C2)CCN(C)C)O)O